2-((1S,6S)-6-aminocyclohex-3-en-1-yl)-5-chloro-3-(pyridin-4-ylethynyl)-N-(thiophen-2-ylmethyl)thieno[3,2-b]pyridin-7-amine N[C@H]1CC=CC[C@@H]1C1=C(C2=NC(=CC(=C2S1)NCC=1SC=CC1)Cl)C#CC1=CC=NC=C1